ClC1=C(C=CC=C1C1=C(C=CC=C1)F)C[Se]C=1C=CC(=C(C1)OCC=1C=C(C=CC1)C#N)C=O 3-({[5-({[2-chloro-3-(2-fluorophenyl)phenyl]methyl}seleno)-2-formylphenyl]oxy}methyl)benzene-1-carbonitrile